FC(C(C(=O)NCC(=O)O)(F)F)(C(F)(F)F)F heptafluorobutyryl-glycine